Benzyl ((1-(4-(5-chloro-2-(4-fluoro-2-methylphenoxy)-4-(trifluoromethyl)benzamido)pyridin-2-yl)cyclopropyl)(methyl)(oxo)-λ6-sulfanylidene)carbamate ClC=1C(=CC(=C(C(=O)NC2=CC(=NC=C2)C2(CC2)S(=O)(C)=NC(OCC2=CC=CC=C2)=O)C1)OC1=C(C=C(C=C1)F)C)C(F)(F)F